N-(4'-((4-isopropoxy-6-(methylsulfonyl)pyridin-2-yl)amino)-5-(methoxymethyl)-[2,3'-bipyridin]-6'-yl)acetamide C(C)(C)OC1=CC(=NC(=C1)S(=O)(=O)C)NC1=C(C=NC(=C1)NC(C)=O)C1=NC=C(C=C1)COC